C(C)(=O)NCC1=CC=C(C=C1)C1=C(NC2=C(C=CC=C12)C(C)C)C(=O)O 3-(4-(acetylaminomethyl)phenyl)-7-isopropyl-1H-indole-2-carboxylic acid